1-(5-methyl-2-((4-phenoxyphenyl)amino)pyrimidin-4-yl)-1H-imidazole-4-carboxamide CC=1C(=NC(=NC1)NC1=CC=C(C=C1)OC1=CC=CC=C1)N1C=NC(=C1)C(=O)N